N[C@@H]1CC(CCC1)=O (S)-3-aminocyclohexan-1-one